ClC=1N=CC2=CC=CC(=C2C1)C=C 3-chloro-5-vinylisoquinoline